C(CCC)C1(CC(C(CC1)C(CO)C)O)C 1-butyl-menthane-3,9-diol